N-[1-(cyclopropylcarbamoyl)-1-hydroxy-3-(2-oxopyrrolidin-3-yl)propan-2-yl]pentanamide C1(CC1)NC(=O)C(C(CC1C(NCC1)=O)NC(CCCC)=O)O